CN(C1CCOCC1)CC=1C=C2C=CC(=NC2=CC1)C=O 6-((methyl(tetrahydro-2H-pyran-4-yl)amino)methyl)quinoline-2-carbaldehyde